C(C)(C)(C)OC(=O)N1CC2=CC(=CC(=C2CC1)C1CC1)[N+](=O)[O-] 5-Cyclopropyl-7-nitro-3,4-dihydroisoquinoline-2(1H)-carboxylic acid tert-butyl ester